COC=1C=C(C=CC1NCC#CC=1N(C2=CC=CC(=C2C1)NC1CCC(CC1)N1CC2(C1)COCCC2)CC(F)(F)F)S(=O)(=O)N 3-methoxy-4-{[3-(4-{[(1S,4S)-4-{6-oxa-2-azaspiro[3.5]nonan-2-yl}cyclohexyl]amino}-1-(2,2,2-trifluoroethyl)-1H-indol-2-yl)prop-2-yn-1-yl]amino}benzene-1-sulfonamide